ClC=1C=C2C(=NC(=NC2=C(C1C1=CC=CC2=C1N=C(S2)C)F)OC[C@H]2N(CCC2)C)N2CCNCC(C2)(F)F 4-(6-chloro-4-(6,6-difluoro-1,4-diazepan-1-yl)-8-fluoro-2-(((S)-1-methylpyrrolidin-2-yl)methoxy)quinazolin-7-yl)-2-methylbenzo[d]thiazole